BrC1=C(C=CC=C1Cl)NC(=S)C1=C(CCN(C1=O)C(=O)OC(C)(C)C)O tert-butyl 5-[(2-bromo-3-chlorophenyl)carbamothioyl]-4-hydroxy-6-oxo-3,6-dihydropyridine-1(2H)-carboxylate